N1=CC=C2N1CCCN2C=2C=NC=1CCN(CC1C2)C2=C(C=C(N=N2)C(=O)N2CC(C2)C=2C=NC=CC2)C (6-(3-(6,7-dihydropyrazolo[1,5-a]pyrimidin-4(5H)-yl)-7,8-dihydro-1,6-naphthyridin-6(5H)-yl)-5-methylpyridazin-3-yl)(3-(pyridin-3-yl)azetidin-1-yl)methanone